Cl.Cl.N1N=CC(=C1)C1=CC=C(C=C1)C(=C(C(=O)N)OC1=CC=C(C=C1)C(F)(F)F)N (4-(1H-pyrazol-4-yl)phenyl)-3-amino-2-(4-(trifluoromethyl)phenoxy)acrylamide dihydrochloride